CN1C(N(CC=2C1=NC(=NC2)NC2=CC=C(C=C2)N2CCN(CC2)C)C2CCN(C1=C(C=CC=C21)C(F)(F)F)C(C=C)=O)=O 1-methyl-7-[4-(4-methylpiperazin-1-yl)anilino]-3-[1-prop-2-enoyl-8-(trifluoromethyl)-3,4-dihydro-2H-quinolin-4-yl]-4H-pyrimido[4,5-d]pyrimidin-2-one